COC(C(C)SC1=C(C(=NC(=C1)NC(=O)OC(C)(C)C)Cl)Cl)=O ((6-((tert-butoxycarbonyl)amino)-2,3-dichloropyridin-4-yl)thio)propanoic acid methyl ester